O=C1NC(CCC1N1C(C2=CC=CC(=C2C1=O)NCCNC(C)=O)=O)=O N-[2-[[2-(2,6-dioxo-3-piperidyl)-1,3-dioxo-isoindolin-4-yl]amino]ethyl]acetamide